N1(CCCCCC1)C=1N=C(C2=C(C=NNC2=O)N1)NC1=CC=C(C=C1)N1CCC(CC1)C(=O)O 1-(4-((2-(azepan-1-yl)-5-oxo-5,6-dihydropyrimido[4,5-d]pyridazin-4-yl)amino)phenyl)piperidine-4-carboxylic acid